(2-chloro-ethyl)-dimethyl-amine HCl salt Cl.ClCCN(C)C